ClC1=CC=C(C=C1)S\C(=C\C1=CC=CC=C1)\C1=CC=CC=C1 (E)-(1,2-diphenylvinyl) (4-chlorophenyl) sulfide